Tetrabenzyl-glucose C(C1=CC=CC=C1)[C@@]([C@@]([C@](C(=O)CC1=CC=CC=C1)(O)CC1=CC=CC=C1)(O)CC1=CC=CC=C1)(O)[C@H](O)CO